5-(4-fluorophenyl)-N-(6-(4-isopropyl-4H-1,2,4-triazol-3-yl)pyridin-2-yl)-1H-pyrrole-2-carboxamide FC1=CC=C(C=C1)C1=CC=C(N1)C(=O)NC1=NC(=CC=C1)C1=NN=CN1C(C)C